3-(oxetan-3-yl)-5-(5-(trifluoromethyl)-4-((2-(trimethylsilyl)ethoxy)methyl)-4H-1,2,4-triazol-3-yl)picolinaldehyde O1CC(C1)C=1C(=NC=C(C1)C1=NN=C(N1COCC[Si](C)(C)C)C(F)(F)F)C=O